(E)-2-(5-bromo-1H-indol-3-yl)-N'-(3,4,5-trimethoxybenzylidene)thiazole-4-carbohydrazide tert-butyl-(2-bromopyrimidin-5-yl)carbamate C(C)(C)(C)N(C(O)=O)C=1C=NC(=NC1)Br.BrC=1C=C2C(=CNC2=CC1)C=1SC=C(N1)C(=O)N/N=C/C1=CC(=C(C(=C1)OC)OC)OC